Ethyl 5-((3-bromo-6-methyl-5,5-dioxido-6,11-dihydrodibenzo[c,f][1,2]thiazepin-11-yl)amino)pentanoate BrC1=CC2=C(C(C3=C(N(S2(=O)=O)C)C=CC=C3)NCCCCC(=O)OCC)C=C1